(2R,4R)-4-amino-8-(8-((2,3-dichlorophenyl)thio)imidazo[1,2-c]pyrimidin-5-yl)-8-azaspiro[4.5]decan-2-ol N[C@@H]1C[C@@H](CC12CCN(CC2)C2=NC=C(C=1N2C=CN1)SC1=C(C(=CC=C1)Cl)Cl)O